3-[1,2,3,6-tetrahydropyridin-2-yl]pyridine glutaric acid salt C(CCCC(=O)O)(=O)O.N1C(CC=CC1)C=1C=NC=CC1